N-(4-(4-amino-7-(1,1,1-trifluoropropan-2-yl)imidazo[5,1-f][1,2,4]triazin-5-yl)-3-ethoxybenzyl)-5-fluoro-2-methoxybenzamide NC1=NC=NN2C1=C(N=C2C(C(F)(F)F)C)C2=C(C=C(CNC(C1=C(C=CC(=C1)F)OC)=O)C=C2)OCC